Cl.ClC1=CSC=2C1=NC(=CC2NCC=2SC=CN2)C 3-chloro-5-methyl-N-[(1,3-thiazol-2-yl)methyl]thieno[3,2-b]pyridin-7-amine hydrochloride